C(C)[Li] ethyl-lithium